7-isopropyl-4-(4-(methoxymethyl)thiazol-2-yl)-11-oxo-2,6,7,11-tetrahydro-1H-furo[2,3-H]pyrido[2,1-a]isoquinoline-10-carboxylic acid C(C)(C)C1N2C(C=3C4=C(C(=CC3C1)C=1SC=C(N1)COC)OCC4)=CC(C(=C2)C(=O)O)=O